2-DEOXY-L-RIBOSE O=CC[C@@H](O)[C@@H](O)CO